(3S)-3-{[2-(3-methoxyphenyl)pyrido[2,3-e][1,2,4]triazolo[1,5-c]pyrimidin-5-yl]amino}pyrrolidin-2-one COC=1C=C(C=CC1)C1=NN2C(=NC3=C(C2=N1)N=CC=C3)N[C@@H]3C(NCC3)=O